4-methoxy-3-[3-(piperidinyl)propoxy]benzaldehyde COC1=C(C=C(C=O)C=C1)OCCCN1CCCCC1